OC1=C(C=C(C=C1)CCNC(CC1=CC=CC=C1)=O)OC N-(4-hydroxy-3-methoxyphenylethyl)-2-phenylacetamide